(3-aminoazetidin-1-yl)(cyclopropyl)methanone NC1CN(C1)C(=O)C1CC1